C(C)(C)OC=1C=CC(=NC1)C1=NN=C(O1)NC1=NC=CC=C1N(C)C N2-(5-(5-isopropoxypyridin-2-yl)-1,3,4-oxadiazol-2-yl)-N3,N3-dimethylpyridine-2,3-diamine